S1C2N(C=C1)C=CN2C(=O)N Imidazo[2,1-b]Thiazole-7-carboxamide